CN1N=CC(=C1)N(S(=O)(=O)NC(OC(C)(C)C)=O)CC1OCCC1 Tert-butyl N-[(1-methyl-1H-pyrazol-4-yl)[(oxolan-2-yl)methyl]sulfamoyl]-carbamate